CN1C(CCC1)CO (1-Methyl-2-pyrrolidinyl)methanol